(R)-1-((4-hydroxy-1-(3-phenylbutyryl)piperidin-4-yl)methyl)-N,N-dimethyl-6-Oxo-4-phenyl-1,6-dihydropyridine-3-carboxamide OC1(CCN(CC1)C(C[C@@H](C)C1=CC=CC=C1)=O)CN1C=C(C(=CC1=O)C1=CC=CC=C1)C(=O)N(C)C